2-((tetrahydro-2H-pyran-4-yl)methoxy)benzonitrile O1CCC(CC1)COC1=C(C#N)C=CC=C1